4-(3-(4-cyano-3-(trifluoromethyl)phenyl)-5,5-dimethyl-4-oxo-2-thioxoimidazolidin-1-yl)-2-fluoro-N-(2-(piperazin-1-yl)ethyl)benzamide trifluoroacetate FC(C(=O)O)(F)F.C(#N)C1=C(C=C(C=C1)N1C(N(C(C1=O)(C)C)C1=CC(=C(C(=O)NCCN2CCNCC2)C=C1)F)=S)C(F)(F)F